N-(3-bromo-2-chloro-phenyl)-5-[(2-hydroxyethylamino)methyl]pyridine-2-carboxamide BrC=1C(=C(C=CC1)NC(=O)C1=NC=C(C=C1)CNCCO)Cl